methyl (E)-3-(((tert-butylsulfinyl)imino)methyl)bicyclo[1.1.1]pentane-1-carboxylate C(C)(C)(C)S(=O)\N=C\C12CC(C1)(C2)C(=O)OC